O=C1C=2C(OCCC1)=CSC2C(=O)O 5-oxo-3,4-dihydro-2H-thieno[3,4-b]oxepine-6-carboxylic acid